[O-2].[Er+3].[Al+3].[O-2].[O-2] aluminum-erbium oxide